methyl (Z)-2-(4-((3-(4-bromophenyl)-3-(4-fluorophenyl)allyl) oxy)-2-methylphenoxy)acetate BrC1=CC=C(C=C1)\C(=C/COC1=CC(=C(OCC(=O)OC)C=C1)C)\C1=CC=C(C=C1)F